BrC=1C(=NNC1)NCC1=C(C=CC=C1)C1CC1 (4-Bromo-1H-pyrazol-3-yl)-(2-cyclopropyl-benzyl)-amine